OC(=O)C(F)(F)F.CN[C@@H](C(C)C)C(=O)O methyl-L-valine TFA salt